2-(2,4,4-trimethyl-cyclopentyl)-acrylonitrile CC1C(CC(C1)(C)C)C(C#N)=C